8-methyl-[1,2,4]triazolo[1,5-a]pyridin CC=1C=2N(C=CC1)N=CN2